N-{5-[6-(thiophen-2-yl)pyrazin-2-yl]thiophen-3-yl}pentanamide S1C(=CC=C1)C1=CN=CC(=N1)C1=CC(=CS1)NC(CCCC)=O